CN(CCNC1=NC2=CC(=C(C=C2C(=N1)N1CCC(CC1)CCO)OC)OC)C 2-(1-(2-((2-(dimethylamino)ethyl)amino)-6,7-dimethoxyquinazolin-4-yl)piperidin-4-yl)ethan-1-ol